C(C1=CC=CC=C1)(=O)C1=C(N=C(S1)NC(OCC)=O)C1=CC=CC=C1 Ethyl 5-benzoyl-4-phenylthiazol-2-ylcarbamate